N,N-dimethyl-trans-1,4-cyclohexanediamine CN([C@@H]1CC[C@H](CC1)N)C